N1N=CC2=C(C=CC=C12)CN1N=CC2=C(C1=O)N(C1=C2SC(=N1)CC1=CC(=CC=C1)O)C 6-((1H-indazol-4-yl)methyl)-2-(3-hydroxybenzyl)-4-methyl-4,6-dihydro-5H-thiazolo[5',4':4,5]pyrrolo[2,3-d]pyridazin-5-one